C1(CCC1)CN1C2=C(OCC1=O)C=C(C=C2)C=2SC=C(N2)NC(=O)NC2CNCCC2 1-(2-(4-(cyclobutylmethyl)-3-oxo-3,4-dihydro-2H-benzo[b][1,4]oxazin-7-yl)thiazol-4-yl)-3-(piperidin-3-yl)urea